C1(CC1)C1=CC=C(C(=N1)N[C@@H]1[C@@H](OCC1)C)C#N |r| 6-cyclopropyl-2-[[(2SR,3SR)-2-methyltetrahydrofuran-3-yl]amino]pyridine-3-carbonitrile